C(C)(C)(C)OC(=O)N1CC(C1)OCCC#N 3-(2-cyanoethoxy)azetidine-1-carboxylic acid tert-butyl ester